FC1=C(O[C@@H]2C[C@@]3([C@@H](CN(C3)C[C@H](O)C3=CC4=C(NC(CCC4)=O)C=C3)C2)O)C=CC=C1 7-((R)-2-((3aS,5S,6aR)-5-(2-fluorophenoxy)-3a-hydroxyhexahydrocyclopenta[c]pyrrol-2(1H)-yl)-1-hydroxyethyl)-1,3,4,5-tetrahydro-2H-benzo[b]azepin-2-one